CC1=CC=C(C=C1)S(=O)(=O)SCCCO S-(3-hydroxypropyl) 4-methylthiobenzenesulfonate